4-(4-Acryloylpiperazin-1-yl)-7-(2-amino-7-fluorobenzo[d]thiazol-4-yl)-6-chloro-2-cyclopropyl-8-fluoroquinoline-3-carbonitrile C(C=C)(=O)N1CCN(CC1)C1=C(C(=NC2=C(C(=C(C=C12)Cl)C1=CC=C(C2=C1N=C(S2)N)F)F)C2CC2)C#N